C1(CC1)CN1CCC2(CCCN(C2)C2=C(C=CC(=C2C(F)(F)F)OC2=C(C=CC=C2)F)\C=C(/F)\C2=NC=CC(=N2)C=2C=NSC2)CC1 (Z)-4-(2-(2-(2-(9-(Cyclopropylmethyl)-2,9-diazaspiro[5.5]undecan-2-yl)-4-(2-fluorophenoxy)-3-(trifluoromethyl)phenyl)-1-fluorovinyl)pyrimidin-4-yl)isothiazole